tri-titanium aluminum carbon [C].[Al].[Ti].[Ti].[Ti]